C(C)(C)(C)P(C1=C(C(=CC=C1OC)C)C1=C(C=C(C=C1C(C)C)C(C)C)C(C)C)C(C)(C)C di-tert-butyl-[3-methoxy-6-methyl-2',4',6'-tris(propan-2-yl)biphenyl-2-yl]phosphine